[Cl-].ClC=CCCl 1,3-dichloropropene chloride